(E)-cyclooct-2-en-1-yl benzylcarbamate C(C1=CC=CC=C1)NC(OC1\C=C\CCCCC1)=O